OC1=CC=C(C(=O)N)C=C1 4-hydroxybenzoic acid amide